3-(2-Isopropylphenyl)-2-[(4-{1-methyl-5-[4-(trifluoromethyl)phenoxy]-1H-1,2,4-triazol-3-yl}benzylidene)hydrazono]-1,3-thiazolidin-4-one C(C)(C)C1=C(C=CC=C1)N1C(SCC1=O)=NN=CC1=CC=C(C=C1)C1=NN(C(=N1)OC1=CC=C(C=C1)C(F)(F)F)C